5-(1'-isobutyl-[1,4'-bipiperidin]-4-yl)-3-methylbenzene-1,2-diamine C(C(C)C)N1CCC(CC1)N1CCC(CC1)C1=CC(=C(C(=C1)N)N)C